4-amino-N,1,7-trimethyl-N-((5-(trifluoromethyl)-2-pyridinyl)methyl)-1H-pyrazolo[4,3-c]quinoline-8-carboxamide NC1=NC=2C=C(C(=CC2C2=C1C=NN2C)C(=O)N(CC2=NC=C(C=C2)C(F)(F)F)C)C